ClC=1C=C2C=NC(=NC2=CC1N1CCN(CC1)C1C(CCC1)C#N)NC=1C=NN(C1C)C1CC1 2-(4-{6-chloro-2-[(1-cyclopropyl-5-methyl-1H-pyrazol-4-yl)amino]quinazolin-7-yl}piperazin-1-yl)cyclopentane-1-carbonitrile